C(\C=C/C=C\CC)=O (Z,Z)-2,4-Heptadienal